C(C=C)C1=CC=C(C=C1)OC 1-allyl-4-methoxybenzene